C1(CCCC1)N(C(=O)C=1C(=C2C=CC(OC2=CC1CCCCC)(CCC=C(C)C)C)O)C N-Cyclopentyl-5-hydroxy-N,2-dimethyl-2-(4-methylpent-3-en-1-yl)-7-pentyl-2H-chromene-6-carboxamide